5-(4-(4-(6-aminopyridin-3-yl)-6-morpholinyl-1,3,5-triazin-2-yl)piperazin-1-yl)-N-hydroxy-5-oxopentanamide NC1=CC=C(C=N1)C1=NC(=NC(=N1)N1CCOCC1)N1CCN(CC1)C(CCCC(=O)NO)=O